thiocyanic acid 1-{[rel-(2R,3S)-3-(2-chlorophenyl)-2-(2,4-difluorophenyl) oxiran-2-yl] methyl}-1H-1,2,4-triazol-5-yl ester ClC1=C(C=CC=C1)[C@H]1[C@@](O1)(C1=C(C=C(C=C1)F)F)CN1N=CN=C1SC#N |o1:7,8|